C(CCC)P(CC1OCCCO1)(CCCC)(CCCC)Br tributyl-(1,3-dioxane-2-ylmethyl)phosphorus bromide